C[C@@]12[C@](CC[C@H]1[C@@H]1CCC=3C=C(C=CC3[C@H]1CC2)O)(O)CCN2CCNCC2 (8R,9S,13S,14S,17R)-13-methyl-17-(2-(piperazin-1-yl)ethyl)-7,8,9,11,12,13,14,15,16,17-decahydro-6H-cyclopenta[a]phenanthrene-3,17-diol